O[C@@H](C(=O)O)[C@H](C(=O)O)O.COC1=C(C=C2C=CC(N(C2=C1)C)=O)C1=CN=C(N1)[C@H](CCCCCC(=O)C=1OC=CN1)NC (S)-7-methoxy-1-methyl-6-(2-(1-(methylamino)-7-(oxazol-2-yl)-7-oxoheptyl)-1H-imidazol-5-yl)quinolin-2(1H)-one (2R,3R)-2,3-dihydroxysuccinate